1-(2-(((tert-Butyldimethylsilyl)oxy)methyl)-3-fluoro-4-methoxyphenyl)-3,5-dimethyl-1H-1,2,4-triazole [Si](C)(C)(C(C)(C)C)OCC1=C(C=CC(=C1F)OC)N1N=C(N=C1C)C